C(C)(C)(C)OC(N[C@@]1(CN(CC1)C1=CC(=NC=C1C(N[C@@H](C)C1CC1)=O)C(N)=O)C)=O ((S)-1-(2-carbamoyl-5-(((S)-1-cyclopropylethyl)carbamoyl)pyridin-4-yl)-3-methylpyrrolidin-3-yl)carbamic acid tert-butyl ester